N1(CCC1)C1=CC=C(C(=O)NC2CCC(CC2)NC2=CC(=NC3=CC=CC=C23)C(F)(F)F)C=C1 4-(azetidin-1-yl)-N-[(1s,4s)-4-{[2-(trifluoromethyl)quinolin-4-yl]amino}cyclohexyl]benzamide